(1,1,2-trimethyl-1H-benzo[e]indolium-3-yl)butane-1-sulfonate CC1(C(=[N+](C=2C=CC3=C(C12)C=CC=C3)C(CCC)S(=O)(=O)[O-])C)C